FC(CC(=O)OC(CC(=CF)F)=O)=CF 3,4-difluoro-3-butenoic acid anhydride